C1(=CC=C(C=C1)CN1N=CC2=CC(=CC=C12)C(=O)O)C1=CC=CC=C1 1-Biphenyl-4-ylmethyl-1H-indazole-5-carboxylic acid